COC(CC1=CC=NC=C1)=O Pyridine-4-acetic acid methyl ester